1-[1-(4-chlorophenyl)-2-nitroethyl]cyclobutane-1-carbaldehyde ClC1=CC=C(C=C1)C(C[N+](=O)[O-])C1(CCC1)C=O